BrC1=CC(=[N+](C=C1)[O-])O 4-bromo-2-hydroxypyridine N-oxide